tert-butyl (R)-(3-(4-(benzylamino)phenyl)-1-(4-methylpiperazin-1-yl)-1-oxopropan-2-yl)carbamate C(C1=CC=CC=C1)NC1=CC=C(C=C1)C[C@H](C(=O)N1CCN(CC1)C)NC(OC(C)(C)C)=O